C(C)(C)C1=NC=CC=N1 isopropyl-pyrimidin